4-(4-{2-[imino(methyl)oxo-λ6-sulfanyl]ethyl}piperidin-1-yl)-7-methoxyquinoline-3-carbonitrile N=S(CCC1CCN(CC1)C1=C(C=NC2=CC(=CC=C12)OC)C#N)(=O)C